CC(CCCCCCCCCCCCCC(=O)OCC(COC(CCCCCCCCCCCCCC(C)C)=O)COC(CCCCCCC\C=C/C\C=C/CCCCC)=O)C 2-((((9Z,12Z)-octadeca-9,12-dienoyl)oxy)methyl)propane-1,3-diyl bis(15-methyl-hexadecanoate)